3-fluoro-4-hydroxy-5,13,17-triazatetracyclo[8.7.0.02,7.011,16]heptadeca-1(10),2,4,6,11(16)-pentaen-12-one FC1=C2C=3NC=4CCNC(C4C3CCC2=CN=C1O)=O